2-(((2R,3S,4R,5R)-5-(6-amino-2-chloro-9H-purin-9-yl)-3-ethynyl-3,4-dihydroxytetrahydrofuran-2-yl)methoxy)-2-cyano-3-phenylpropanoic acid NC1=C2N=CN(C2=NC(=N1)Cl)[C@H]1[C@@H]([C@@]([C@H](O1)COC(C(=O)O)(CC1=CC=CC=C1)C#N)(O)C#C)O